C12(CC3CC(CC(C1)C3)C2)NC2=C(C=C(C(=O)OC(C)(C)C)C=C2)N tert-butyl 4-(1-adamantylamino)-3-aminobenzoate